Methyl 3,4-Dihydroxy-5-Methoxy-benzoate OC=1C=C(C(=O)OC)C=C(C1O)OC